2,6-Heptandiol CC(CCCC(C)O)O